[Fe]=S.[In] indium iron sulphide